FC(C1=C(C(=NN1C)C(F)(F)F)CS(=O)(=O)C1=NOC(C1)(C)C)F 3-({[5-(difluoromethyl)-1-methyl-3-(trifluoromethyl)-1H-pyrazol-4-yl]methyl}-sulfonyl)-5,5-dimethyl-4,5-dihydro-1,2-oxazole